O1CCN(CC1)C(=O)C1=NC=CC=C1 morpholino(pyridin-2-yl)methanone